3-methyl-1H-pyrazolo[3,4-b]pyridine-5-carbaldehyde CC1=NNC2=NC=C(C=C21)C=O